NC1=NC=NN2C1=C(C=C2C2CCN(CC2)C(C(C)C)=O)C2=CC=C(C=C2)C=2N=C(N(C(C2C(=O)N)=O)C2=CC=CC=C2)C=2C=NC=CC2 {4-[4-amino-7-(1-isobutyrylpiperidin-4-yl)pyrrolo[2,1-f][1,2,4]triazin-5-yl]phenyl}-6-oxo-1-phenyl-2-pyridin-3-yl-1,6-dihydropyrimidine-5-carboxamide